ClC1=C(C=C(C(=C1)F)OC)B(O)O (2-chloro-4-fluoro-5-methoxy-phenyl)-boronic acid